CC1=C(OCCCC(=O)O)C=CC(=C1)Cl 4-(2-methyl-4-chlorophenoxy)butyric acid